OC1=C(C(=CC(=C1)O)OC1OC(C(C(C1O)O)O)CO)C(C=CC1=CC=C(C=C1)O)=O 1-[2,4-Dihydroxy-6-[3,4,5-trihydroxy-6-(hydroxymethyl)oxan-2-yl]oxyphenyl]-3-(4-hydroxyphenyl)prop-2-en-1-one